6-acetyl-8-cyclopentyl-2-((5-(4-(((1s,4s)-4-(hydroxymethyl)cyclohexyl)methyl)piperazin-1-yl)pyridin-2-yl)amino)-5-methylpyrido[2,3-d]pyrimidin-7(8H)-one C(C)(=O)C1=C(C2=C(N=C(N=C2)NC2=NC=C(C=C2)N2CCN(CC2)CC2CCC(CC2)CO)N(C1=O)C1CCCC1)C